2,2'-azobis-(2,4-dimethylvaleronitrile) N(=NC(C#N)(CC(C)C)C)C(C#N)(CC(C)C)C